ClC1=CC=C(C=C1)CC(=O)ON1C(CCC1=O)=O 2,5-dioxopyrrolidin-1-yl 2-(4-chlorophenyl)acetate